2,5-diamino-3,4-thiophenedicarbonitrile NC=1SC(=C(C1C#N)C#N)N